COC1=CC=C(C=C1)C1C(CCNCC1)C(=O)O 5-(4-methoxyphenyl)azepane-4-carboxylic acid